ethyl 5-[1-[3,3-difluoroallyl-(2,2,2-trifluoroacetyl)amino]vinyl]-2-[(3,3-difluoro-1-methyl-cyclobutyl)methyl]pyrazole-3-carboxylate FC(=CCN(C(=C)C=1C=C(N(N1)CC1(CC(C1)(F)F)C)C(=O)OCC)C(C(F)(F)F)=O)F